ClC1=C(C=CC=C1Cl)N1CCN(CC1)C(C[C@@H]1CC[C@H](CC1)N)C trans-4-(2-(4-(2,3-dichlorophenyl)piperazin-1-yl)propyl)cyclohexan-1-amine